2-((1R,5S,6S)-3-(1-(4-chloro-3-fluorophenyl)-3,3-dimethyl-2,3-dihydro-1H-pyrrolo[3,2-b]pyridine-5-carbonyl)-3-azabicyclo[3.1.0]hexan-6-yl)acetic acid ClC1=C(C=C(C=C1)N1CC(C2=NC(=CC=C21)C(=O)N2C[C@@H]1C([C@@H]1C2)CC(=O)O)(C)C)F